N[C@H]1CN(C[C@@H](C1)F)C1=NC=2N(C=C1)N=CC2C(=O)NC2=C(C=C(C=C2)N2CCOCC2)Cl 5-((3R,5R)-3-amino-5-fluoropiperidin-1-yl)-N-(2-chloro-4-morpholinophenyl)pyrazolo[1,5-a]pyrimidine-3-carboxamide